O1CC(C1)N1N=CC(=C1)B1OCCCC(C(O1)(C)C)(C)C 1-(oxetan-3-yl)-4-(4,4,5,5-tetramethyl-1,3,2-dioxaborocan-2-yl)-1H-pyrazole